C1=C[N+](=CC(=C1[C@H](C(=O)COP(=O)(O)O)O)C(=O)N)[C@H]2[C@@H]([C@@H]([C@H](O2)COP(=O)([O-])OP(=O)(O)OC[C@@H]3[C@H]([C@H]([C@@H](O3)N4C=NC5=C(N=CN=C54)N)O)O)O)O The molecule is a nicotinamide dinucleotide consisting of NADP zwitterion lacking the 2'-phsopho group and having a (1R)-1-hydroxy-2-oxo-3-phosphonooxypropyl group at position 4 of the nicotinamide fragment. It is a nicotinamide dinucleotide and a secondary alpha-hydroxy ketone. It derives from a NADP zwitterion.